2-((3-(2,6-Dioxopiperidin-3-yl)-1-methyl-1H-indazol-7-yl)oxy)-N-((S)-1-phenyl-propyl)acetamide O=C1NC(CCC1C1=NN(C2=C(C=CC=C12)OCC(=O)N[C@@H](CC)C1=CC=CC=C1)C)=O